COC(CC1(CCC2=CC=CC3=CC=CC1=C23)CCCC(=O)OC)=O Methyl 4-(1-(2-methoxy-2-oxoethyl)-2,3-dihydro-1H-phenalen-1-yl)butanoate